NC=1C2=C(N=C(N1)C)N(C=C2C2=C(C=C(C=C2)NC(C(O)C2=CC(=CC(=C2)C)F)=O)F)C N-(4-(4-amino-2,7-dimethyl-7H-pyrrolo[2,3-d]pyrimidin-5-yl)-3-fluorophenyl)-2-(3-fluoro-5-methylphenyl)-2-hydroxyacetamide